[N+](=O)([O-])C=1C=C(C(=O)N)C=C(C1)C(F)(F)F 3-nitro-5-(trifluoromethyl)benzamide